CN1N=NC2=C1C=CC(=C2C)[C@H](CC(=O)OCC)C2=CC(=C(C=C2)C)CN2C[C@@H](OC1=C(C2)N=C(C=C1)O)C(C)C Ethyl (R)-3-(1,4-dimethyl-1H-benzo[d][1,2,3]triazol-5-yl)-3-(3-(((S)-7-hydroxy-2-isopropyl-2,3-dihydropyrido[2,3-f][1,4]oxazepin-4(5H)-yl)methyl)-4-methylphenyl)propanoate